benzyl-bis(2-hydroxyethyl)methylammonium chloride [Cl-].C(C1=CC=CC=C1)[N+](C)(CCO)CCO